CN1C(CCC1)=O (S)-1-methylpyrrolidinone